2-(4-chlorophenylamino)-4-(4-tert-butylaminopiperidin-1-yl)-6-hydroxyquinoline Hydrochloride Salt Cl.ClC1=CC=C(C=C1)NC1=NC2=CC=C(C=C2C(=C1)N1CCC(CC1)NC(C)(C)C)O